N-[(5-chlorothiophen-2-yl)methyl]-3-[1-(1,3-oxazol-5-ylmethyl)piperidin-4-yl]-1H-pyrazol-5-amine ClC1=CC=C(S1)CNC1=CC(=NN1)C1CCN(CC1)CC1=CN=CO1